FC1=C(C=CC=C1C=O)/C=C(/C(=O)OC(C)(C)C)\C tert-butyl (E)-3-(2-fluoro-3-formyl-phenyl)-2-methyl-prop-2-enoate